C(C)[C@]1(C(OCC=2C(N3CC=4C(=NC=5C=C(C(=CC5C4CN4C5(CCC4CC5)CO)C)F)C3=CC21)=O)=O)O (S)-4-ethyl-8-fluoro-4-hydroxy-11-((1-(hydroxymethyl)-7-azabicyclo[2.2.1]hept-7-yl)methyl)-9-methyl-1,12-dihydro-14H-pyrano[3',4':6,7]indolizino[1,2-b]quinoline-3,14(4H)-dione